1-[2-(4-methanesulfonylphenoxy)ethyl]-1',2'-dihydrospiro[azepane-4,3'-indol]-2'-one CS(=O)(=O)C1=CC=C(OCCN2CCC3(C(NC4=CC=CC=C34)=O)CCC2)C=C1